C1(CCC1)C[C@@H](NC(CC1CC(C1)(F)F)=O)C1=CC=2N(N=C1)C=C(N2)[C@@H](NC(=O)C2=NON=C2C)C2CCC(CC2)(F)F |o1:5| N-((S)-(7-((R*)-2-Cyclobutyl-1-(2-(3,3-difluorocyclobutyl)acetamido)ethyl)imidazo[1,2-b]pyridazin-2-yl)(4,4-difluorocyclohexyl)methyl)-4-methyl-1,2,5-oxadiazole-3-carboxamide